C1(CC1)NC(=O)C1=NC(=C(C=C1)O[C@@H]1[C@H](N(C1)CC=1C=CC=2C3=C(C(NC2C1F)=O)CCO3)C)F N-cyclopropyl-6-fluoro-5-{[(2R,3S)-1-({6-fluoro-4-oxo-2H,3H,5H-furo[3,2-c]quinolin-7-yl}methyl)-2-methylazetidin-3-yl]oxy}pyridine-2-carboxamide